4-hydroxy-2-methyl-3-nitropyridine OC1=C(C(=NC=C1)C)[N+](=O)[O-]